ClC=1C=C(C=C(C1OCCCl)C#N)C(C)(C)C1=CC=C(OCC2=NC(=NC=C2)N2CCC3(CCN(CC3)C3CCN(CC3)CC3CCNCC3)CC2)C=C1 4-((4-(9-(4-((4-(2-(3-chloro-4-(2-chloroethoxy)-5-cyanophenyl)propan-2-yl)phenoxy)methyl)pyrimidin-2-yl)-3,9-diazaspiro[5.5]undecan-3-yl)piperidin-1-yl)methyl)piperidin